C(C)(=O)OCC=1C(=CC2=C(OCCN2C(=O)OC(C)(C)C)N1)CC1=CC=C(C=C1)F tert-butyl 6-(acetoxymethyl)-7-(4-fluorobenzyl)-2,3-dihydro-1H-pyrido[2,3-b][1,4]oxazine-1-carboxylate